CN(C/C=C/C(=O)N1CC2=C(C(C1)C1=C(C(=C(C=C1)F)F)C=1C(=NN(C1)CC)C(F)(F)F)C=C(S2)C#N)C (E)-6-(4-(Dimethylamino)but-2-enoyl)-4-(2-(1-ethyl-3-(trifluoromethyl)-1H-pyrazol-4-yl)-3,4-difluorophenyl)-4,5,6,7-tetrahydrothieno[2,3-c]pyridine-2-carbonitrile